5-(2-chloro-6-fluorobenzyl)-2-methyl-4-((4-(trifluoromethyl)cyclohexyl)methyl)-2,4-dihydro-3H-1,2,4-triazol-3-one ClC1=C(CC=2N(C(N(N2)C)=O)CC2CCC(CC2)C(F)(F)F)C(=CC=C1)F